CC1=NC(=NC(=C1CO)N1CCOCCC1)SC (4-methyl-2-(methylthio)-6-(1,4-oxazepan-4-yl)pyrimidin-5-yl)methanol